N-(6-(cyclopropylmethoxy)thiazolo[4,5-b]pyrazin-2-yl)-5'-methoxy-2',6-dimethyl-[4,4'-bipyridine]-3-carboxamide C1(CC1)COC=1N=C2C(=NC1)N=C(S2)NC(=O)C=2C=NC(=CC2C2=CC(=NC=C2OC)C)C